cyclohexyl (thiophen-2-yl)acetate S1C(=CC=C1)CC(=O)OC1CCCCC1